5-methoxy-2-(piperazin-1-yl)-N-(tetrahydro-2H-pyran-4-yl)benzo[d]thiazole-6-carboxamide COC=1C(=CC2=C(N=C(S2)N2CCNCC2)C1)C(=O)NC1CCOCC1